C(C)N1N=CC2=CC=C(C=C12)CN1CCC2(CC1)COC1=C3CN(C(C3=CC=C12)=O)[C@@H]1C(NC(CC1)=O)=O (S)-3-(1'-((1-ethyl-1H-indazol-6-yl)methyl)-6-oxo-6,8-dihydro-2H,7H-spiro[furo[2,3-e]isoindole-3,4'-piperidin]-7-yl)piperidine-2,6-dione